FC=1C=CC(=NC1C)C1=C(N=CN1)C1=NC2=CC(=CN=C2C=C1)C=1N=C2N(CCNC2)C1 2-[5-(5-fluoro-6-methyl-2-pyridyl)-1H-imidazol-4-yl]-7-(5,6,7,8-tetrahydroimidazo[1,2-a]pyrazin-2-yl)-1,5-naphthyridine